[2-(1-tert-butylpyrazol-3-yl)-4-(5-methyl-4H-1,2,4-triazol-3-yl)phenyl]-(4-methyl-1-piperidyl)methanone C(C)(C)(C)N1N=C(C=C1)C1=C(C=CC(=C1)C1=NN=C(N1)C)C(=O)N1CCC(CC1)C